NC([C@H](CC1C(NC2=C(O1)N=CN=C2)=O)NC(OC(C)(C)C)=O)=O tert-butyl ((2S)-1-amino-1-oxo-3-(6-oxo-6,7-dihydro-5H-pyrimido[4,5-b][1,4]oxazin-7-yl)propan-2-yl)carbamate